(R)-6-chloro-3-((1-(2-cyano-3-(4,6-dihydro-5H-pyrrolo[3,4-d]thiazol-5-yl)-7-methylquinoxalin-5-yl)ethyl)amino)picolinic acid ClC1=CC=C(C(=N1)C(=O)O)N[C@H](C)C1=C2N=C(C(=NC2=CC(=C1)C)C#N)N1CC=2N=CSC2C1